[Co].C1CCCCC1 cyclohexane cobalt salt